(4aR,4bS,6aS,9aS,9bS)-1-(4-chlorobenzyl)-4a,6a-dimethyl-1,3,4,4a,4b,6,6a,8,9,9a,9b,10-dodecahydrospiro[indeno[5,4-f]quinoline-7,2'-[1,3]dioxolane]-2,5-dione ClC1=CC=C(CN2C(CC[C@@]3([C@@H]4[C@@H](CC=C23)[C@@H]2CCC3(OCCO3)[C@]2(CC4=O)C)C)=O)C=C1